1-(5-Aminopyridin-2-yl)-5,5-difluoro-3-(trifluoromethyl)-1,4,5,6-tetrahydrocyclopenta[b]pyrrole NC=1C=CC(=NC1)N1C2=C(C(=C1)C(F)(F)F)CC(C2)(F)F